NC=1C(=NC(=CN1)C=1C=NN(C1)C1CCNCC1)C=1C=CC(N(N1)C1=C(C=CC(=C1)OC)F)=O 6-(3-amino-6-(1-(piperidin-4-yl)-1H-pyrazol-4-yl)pyrazin-2-yl)-2-(2-fluoro-5-methoxyphenyl)pyridazin-3(2H)-one